tris(difluoroethyl) phosphate P(=O)(OCC(F)F)(OCC(F)F)OCC(F)F